COC1=C(C(=CC=C1)OC)C1C(C2(N3CCCC13)C(C1=CC=CC3=CC=CC2=C13)=O)C(C1=CC(=C(C=C1)O)OC)=O (2,6-dimethoxyphenyl)-2'-(4-hydroxy-3-methoxybenzoyl)-1',2',5',6',7',7a'-hexahydro-2H-spiro[acenaphthylene-1,3'-pyrrolizin]-2-one